tert-butyl (R)-3-(2-((tert-butyldiphenylsilyl)oxy)ethyl)-4-(2-chloro-7-methyl-6-oxo-5,6-dihydro-1,5-naphthyridine-3-carbonyl)piperazine-1-carboxylate [Si](C1=CC=CC=C1)(C1=CC=CC=C1)(C(C)(C)C)OCC[C@@H]1CN(CCN1C(=O)C=1C(=NC=2C=C(C(NC2C1)=O)C)Cl)C(=O)OC(C)(C)C